(7S,8aS)-7-hydroxyhexahydropyrrolo[1,2-a]pyrazine-2(1H)-carboxylic acid tert-butyl ester C(C)(C)(C)OC(=O)N1C[C@H]2N(CC1)C[C@H](C2)O